COC(=O)C1=C(NC(=C(C1C=1C2=C(SC1)C(=CC=C2)Br)C(C)=O)C)C(F)(F)F 5-acetyl-4-(7-bromobenzo[b]thiophen-3-yl)-6-methyl-2-(trifluoromethyl)-1,4-dihydropyridine-3-carboxylic acid methyl ester